3-methyl-6,7-dihydro-4H-2-benzothiophen-5-one CC=1SC=C2C1CC(CC2)=O